C12=CC=C(C3=CC=CC=C13)C(=O)OC2=O naphthalene-1,4-dicarboxylic anhydride